FC=1C(=CC=C2C=C(C(OC12)=O)C(=O)O)O 8-Fluoro-7-hydroxy-2-oxo-2H-chromene-3-carboxylic acid